butyl 7-(2-((4-methoxyphenyl)sulfonyl)hydrazineylidene)-3-oxa-9-azabicyclo[3.3.1]nonane-9-carboxylate COC1=CC=C(C=C1)S(=O)(=O)NN=C1CC2COCC(C1)N2C(=O)OCCCC